4-[3-(tert-butoxycarbonylamino)cyclobutoxy]-3-hydroxy-benzoic acid methyl ester COC(C1=CC(=C(C=C1)OC1CC(C1)NC(=O)OC(C)(C)C)O)=O